ClC1=C(C=C(C=C1)CC#N)C=C 2-(4-chloro-3-vinylphenyl)acetonitrile